4-((5-cyano-3-oxo-2H-indazol-1-yl)methyl)phenylboronic acid C(#N)C=1C=C2C(NN(C2=CC1)CC1=CC=C(C=C1)B(O)O)=O